Cl.Cl.C(CCCCCCCCCCCCC)(=O)OC[C@H](COP(=O)(O)OCC(COC(CCNCC1CC1)=O)OC(CCNCC1CC1)=O)OC(CCCCCCCCCCCCC)=O (2R)-3-(((2,3-bis((3-((cyclopropylmethyl)amino)propanoyl)oxy)-propoxy)(hydroxy)phosphoryl)oxy)propane-1,2-diyl ditetradecanoate dihydrochloride